5'-methoxy-2',6-dimethyl-N-(6-(tetrahydrofuran-3-yl)thiazolo[4,5-b]pyrazin-2-yl)-[4,4'-bipyridine]-3-carboxamide COC=1C(=CC(=NC1)C)C1=C(C=NC(=C1)C)C(=O)NC=1SC=2C(=NC=C(N2)C2COCC2)N1